(3,4-dimethoxybenzyl)hydrazine COC=1C=C(CNN)C=CC1OC